5-phenylpentane-2,4-dienoic acid C1(=CC=CC=C1)C=CC=CC(=O)O